N-(2'-hydroxyphenyl)methyl-(R)-2-amino-3,3-dimethyl-butanol OC1=C(C=CC=C1)CN[C@@H](CO)C(C)(C)C